C(C)C1(OB(OC1(C)C)C=1C=NN(C1)C1OCCCC1)C 4-(4-ethyl-4,5,5-trimethyl-1,3,2-dioxaborolan-2-yl)-1-(oxan-2-yl)pyrazole